ClC=1C(=C2C=NNC2=C(C1F)N[C@H]1C[C@H](CC1)O)C=1N=CC=2N(C1)C=C(N2)NC(=O)C2C(C2)F N-(6-(5-chloro-6-fluoro-7-(((1R,3S)-3-hydroxycyclopentyl)amino)-1H-indazol-4-yl)imidazo[1,2-a]pyrazin-2-yl)-2-fluorocyclopropane-1-carboxamide